(R)-1-((4'-(1,1,1,3,3,3-hexafluoro-2-hydroxypropan-2-yl)-[1,1'-biphenyl]-4-yl)methyl)-N-isopropyl-4-(pyridin-4-ylmethyl)piperazine-2-carboxamide FC(C(C(F)(F)F)(O)C1=CC=C(C=C1)C1=CC=C(C=C1)CN1[C@H](CN(CC1)CC1=CC=NC=C1)C(=O)NC(C)C)(F)F